(4-Chloro-2-cyanophenyl)carbamic acid ethyl ester C(C)OC(NC1=C(C=C(C=C1)Cl)C#N)=O